2-Chloro-4-((3S)-8-(4-(2-(4-(4-(2,6-dioxopiperidin-3-yl)phenyl)piperazin-1-yl)-7-Azaspiro[3.5]nonane-7-carbonyl)phenyl)-3-methyl-2,8-diazaspiro[4.5]dec-2-yl)benzonitrile ClC1=C(C#N)C=CC(=C1)N1CC2(C[C@@H]1C)CCN(CC2)C2=CC=C(C=C2)C(=O)N2CCC1(CC(C1)N1CCN(CC1)C1=CC=C(C=C1)C1C(NC(CC1)=O)=O)CC2